(S)-2-(4-(piperidin-3-yl)phenyl)-2H-indazole-7-carboxamide N1C[C@@H](CCC1)C1=CC=C(C=C1)N1N=C2C(=CC=CC2=C1)C(=O)N